1-(4-(3-((4-(4-acetylpiperazine-1-carbonyl)-3-chlorophenyl)amino)azetidin-1-yl)piperidin-1-yl)-3,3,3-trifluoro-2-hydroxy-2-phenylpropan-1-one C(C)(=O)N1CCN(CC1)C(=O)C1=C(C=C(C=C1)NC1CN(C1)C1CCN(CC1)C(C(C(F)(F)F)(C1=CC=CC=C1)O)=O)Cl